NC=1C(=NN(C1)CCCCCNC(OC(C)(C)C)=O)OC tert-butyl N-[5-(4-amino-3-methoxy-pyrazol-1-yl)pentyl]carbamate